tert-butyl (6R)-6-methyl-3-(4-(methylcarbamoyl)phenyl)-2-(methylsulfinyl)-4-oxo-4,5,6,8-tetrahydropyrido[3,4-d]pyrimidine-7(3H)-carboxylate C[C@@H]1CC2=C(N=C(N(C2=O)C2=CC=C(C=C2)C(NC)=O)S(=O)C)CN1C(=O)OC(C)(C)C